1-(4-Cyanophenyl)-N-(2,3,6-trifluoro-4-(2-(((3S,5S)-5-fluoropiperidin-3-yl)amino)-8-isopropyl-7-oxo-7,8-dihydropyrido[2,3-d]pyrimidin-6-yl)phenyl)methanesulfonamide C(#N)C1=CC=C(C=C1)CS(=O)(=O)NC1=C(C(=C(C=C1F)C1=CC2=C(N=C(N=C2)N[C@@H]2CNC[C@H](C2)F)N(C1=O)C(C)C)F)F